S1C(=CC=C1)C[C@H](N)C(=O)O β-2-thienyl-L-alanine